(R)-N-(1-Cyclohexylethyl)glycin C1(CCCCC1)[C@@H](C)NCC(=O)O